O1NC(=CC=C1)N oxazin-3-amine